5-(3-(ethylthio)-5-(1H-1,2,4-triazol-1-yl)pyridin-2-yl)-2-(trifluoromethyl)pyrazolo[1,5-a]pyrimidine C(C)SC=1C(=NC=C(C1)N1N=CN=C1)C1=NC=2N(C=C1)N=C(C2)C(F)(F)F